O=C1CCOC2=CC(=CC=C12)O[C@@H](C1=CC=C(C(=O)N)C=C1)C1=C(C=NC=C1)C(F)(F)F (S)-4-(((4-oxochroman-7-yl)oxy)(3-(trifluoromethyl)pyridin-4-yl)methyl)benzamide